1-(2-(4-(tert-butoxycarbonyl)piperazin-1-yl)ethyl)-6-chloro-3-(3-(methyl(naphthalen-1-yl)amino)propyl)-7-(1,3,5-trimethyl-1H-pyrazol-4-yl)-1H-indole-2-carboxylic acid C(C)(C)(C)OC(=O)N1CCN(CC1)CCN1C(=C(C2=CC=C(C(=C12)C=1C(=NN(C1C)C)C)Cl)CCCN(C1=CC=CC2=CC=CC=C12)C)C(=O)O